O1C=C(C2=C1C=CC=C2)C(=O)N2CCC1(C(NC(N1)=O)=O)CC2 8-(Benzofuran-3-carbonyl)-1,3,8-triazaspiro[4.5]decane-2,4-dione